C(C=C)(=O)N1C[C@@H](N(C[C@H]1C)C=1C2=C(N(C(N1)=O)C=1C(=NC=CC1C)C(C)C)N=C(C(=C2)Cl)C2=C(C=CC=C2)F)C 4-((2S,5R,M)-4-acryloyl-2,5-dimethylpiperazin-1-yl)-6-chloro-7-(2-fluorophenyl)-1-(2-isopropyl-4-methylpyridin-3-yl)pyrido[2,3-d]pyrimidin-2(1H)-one